ClC1=C(OCCC(=O)O)C=CC=C1C=1N(C2=NC=NC(=C2N1)OC1(CC1)C)CC1=C(C=CC(=C1)F)OC 3-(2-chloro-3-(9-(5-fluoro-2-methoxybenzyl)-6-(1-methylcyclopropoxy)-9H-purin-8-yl)phenoxy)propanoic acid